chloronicotinyl cyanide ClC(C1=CN=CC=C1)C#N